5-(4-chlorobenzyl)-8-isopropyl-2-(5-methyl-thiazol-2-yl)-2,5,8-triazaspiro[3.5]nonane-6,9-dione ClC1=CC=C(CN2C3(CN(C3)C=3SC(=CN3)C)C(N(CC2=O)C(C)C)=O)C=C1